N-(4-(5-Bromopyrimidin-2-yl)benzyl)-N-(4-(2-(4-methoxy-2-(trifluoromethyl)phenyl)-acetamido)benzoyl)glycinate BrC=1C=NC(=NC1)C1=CC=C(CN(CC(=O)[O-])C(C2=CC=C(C=C2)NC(CC2=C(C=C(C=C2)OC)C(F)(F)F)=O)=O)C=C1